C(=O)O.OCC1=CC=CO1 5-hydroxymethylfuran formate